S(=O)(=O)(ON1[C@@H]2CC[C@H](N(C1=O)C2)C(NCCC2CCNCC2)=N)O (2S,5R)-7-Oxo-2-(N-(2-(piperidin-4-yl) ethyl) carbamimidoyl)-1,6-diazabicyclo[3.2.1]octan-6-yl hydrogen sulfate